7-(naphthalen-1-ylmethyl)-5-oxo-thiazolo[3,2-a]pyridine-3-carboxylic acid C1(=CC=CC2=CC=CC=C12)CC=1C=C2N(C(C1)=O)C(=CS2)C(=O)O